[Pt+2].C(C)C1=C(C=2C=C3C(=C(C(=CC=4C(=C(C(=CC5=C(C(=C(N5)C=C1N2)CC)CC)N4)CC)CC)N3)CC)CC)CC octaethyl-21H,23H-porphyrin platinum(II)